(2-methylpyridin-3-yl)ethan-1-ol CC1=NC=CC=C1C(C)O